OC1=C2C(CC(OC2=CC(=C1)O)C1=CC=C(C=C1)O)=O 5,7,4'-Trihydroxyflavanone